FC1=CC=C(C=2N=C(SC21)N)C2=C(C=C1C(=NC(=NC1=C2F)OC[C@]21CCCN1C[C@@H](C2)F)N[C@@H]2[C@@H](C2)F)C(F)(F)F 7-fluoro-4-(8-fluoro-4-(((1S,2R)-2-fluorocyclopropyl)amino)-2-(((2R,7aS)-2-fluorotetrahydro-1H-pyrrolizin-7a(5H)-yl)methoxy)-6-(trifluoromethyl)quinazolin-7-yl)benzo[d]thiazol-2-amine